FC=1C=C(C=C(C1C)F)O 3,5-difluoro-4-methylphenol